5-tert-butyl-2-isopropyl-2H-pyrazole-3-carboxylic acid C(C)(C)(C)C=1C=C(N(N1)C(C)C)C(=O)O